4-chloro-2-(2,6-dioxopiperidin-3-yl)-5-fluoroisoindole-1,3-dione ClC1=C2C(N(C(C2=CC=C1F)=O)C1C(NC(CC1)=O)=O)=O